C(C)(C)(C)OC(=O)N1CCC(CC1)COC1=C(C=C(C=C1)Br)F tert-Butyl-4-((4-bromo-2-fluorophenoxy)methyl)piperidine-1-carboxylate